C1(CC1)N1N=CC(=C1)[C@H]1O[C@H](CN(C1)C=1N=C(C=2N=C(N(C(C2N1)=O)C)C)C1=C(C=C(C=C1)F)F)C ((2R,6S)-2-(1-cyclopropyl-1H-pyrazol-4-yl)-6-methylmorpholino)-8-(2,4-difluorophenyl)-2,3-dimethylpyrimidino[5,4-d]pyrimidin-4(3H)-one